C1CC12CCN(CC2)C=2C=C(C=CC2N2N=NC(=C2)C2=CC(=NC(=C2)C)N2CCC(CC2)(F)F)C(C(C)(S(=O)(=O)N)C)O (3-{6-azaspiro[2.5]oct-6-yl}-4-{4-[2-(4,4-difluoropiperidin-1-yl)-6-methylpyridin-4-yl]-1H-1,2,3-triazol-1-yl}phenyl)-1-hydroxy-2-methylpropan-2-sulfonamide